2-(2-ethylphenyl)-2-((R)-3-(4-(5,6,7,8-tetrahydro-1,8-naphthyridin-2-yl)butoxy)pyrrolidin-1-yl)acetic acid C(C)C1=C(C=CC=C1)C(C(=O)O)N1C[C@@H](CC1)OCCCCC1=NC=2NCCCC2C=C1